C(C)(C)(C)C1=CC=2N(C3=CC(=CC=C3C2C=C1)C(C)(C)C)C1=C(C=CC(=C1)OCCCCCCCC)OC1OCCCC1 2,7-di-tert-butyl-9-(5-octyloxy-2-tetrahydropyran-2-oxy-phenyl)carbazole